NC=1C(=NC(=CC1C(=O)NC1CS(CC1)(=O)=O)C=1C=NC(=CC1)C(F)(F)F)C=1C=NC=CC1 3'-amino-N-(1,1-dioxidotetrahydrothiophen-3-yl)-6''-(trifluoromethyl)-[3,2':6',3''-terpyridine]-4'-carboxamide